O=C1[C@H](C[C@@H]2N1CCN(C2)C2=NC=C(C#N)C=C2)CCCC2=C1NCCNC1=CC=C2 6-((7S,8aS)-6-oxo-7-(3-(1,2,3,4-tetrahydroquinoxalin-5-yl)propyl)hexahydropyrrolo[1,2-a]pyrazin-2(1H)-yl)nicotinonitrile